(S)-3-((S)-sec-butyl)-8-fluoro-4-((S)-3-hydroxypyrrolidine-1-carbonyl)-1,3,4,5-tetrahydro-2H-benzo[e][1,4]diazepin-2-one [C@H](C)(CC)[C@@H]1N(CC2=C(NC1=O)C=C(C=C2)F)C(=O)N2C[C@H](CC2)O